N-acetylmuramyl-L-alanine C(C)(=O)N([C@@H](C)C(=O)O)C1[C@H](N)[C@@H](O[C@@H](C(=O)O)C)[C@H](O)[C@H](O1)CO